6-((4,4-Difluoro-3-methylpiperidin-1-yl)methyl)-2-(6-(ethylamino)-4-(2-(4-methyl-4H-1,2,4-triazol-3-yl)phenyl)pyridin-2-yl)-4-(trifluoromethyl)isoindolin-1-one FC1(C(CN(CC1)CC1=CC(=C2CN(C(C2=C1)=O)C1=NC(=CC(=C1)C1=C(C=CC=C1)C1=NN=CN1C)NCC)C(F)(F)F)C)F